C(CCCC#C)N1CCN(CC1)CCCCC(=O)O 5-(4-hex-5-ynylpiperazinyl)pentanoic acid